ClC=1C=C(C=CC1C(F)(F)F)NC(=O)N1[C@H]2CC[C@@H]1CC=1N=CN=CC12 (5S,8R)-N-(3-chloro-4-(trifluoromethyl)phenyl)-6,7,8,9-tetrahydro-5H-5,8-epimino-cyclohepta[d]pyrimidine-10-carboxamide